NC1=C(C(=NN1C(C)C)C1=CC=C(C=C1)CC(=O)NC1=C(C(=NO1)C12CC(C1)(C2)C)F)C(=O)N 5-Amino-3-[4-[2-[[4-fluoro-3-(3-methyl-1-bicyclo[1.1.1]pentanyl)isoxazol-5-yl]amino]-2-oxoethyl]phenyl]-1-isopropyl-pyrazole-4-carboxamide